ClC1=CC=C(NC2=C(C(=NC(=N2)S(=O)(=O)C)N2CCC(CC2)(C(=O)OCC)C)[N+](=O)[O-])C=C1 ethyl 1-[6-(4-chloroanilino)-2-methylsulfonyl-5-nitro-pyrimidin-4-yl]-4-methyl-piperidine-4-carboxylate